N-(2-benzoylphenyl)acrylamide C(C1=CC=CC=C1)(=O)C1=C(C=CC=C1)NC(C=C)=O